6-[(2S,3R,4S,5R)-3-(3,4-difluoro-2-methoxyphenyl)-4,5-dimethyl-5-(trifluoromethyl)oxapentan-2-ylamino]isoquinoline-2-carboxamide FC=1C(=C(C=CC1F)[C@H]([C@H](O)NC=1C=C2C=CN(CC2=CC1)C(=O)N)[C@@H]([C@H](C(F)(F)F)C)C)OC